1-(2-(4-(1-carboxycyclopropyl)butoxy)ethyl)cyclopropane C(=O)(O)C1(CC1)CCCCOCCC1CC1